N-(2-fluoro-4-(hexahydropyrrolo[3,4-c]pyrrol-2(1H)-yl)phenyl)-6-methoxy-2-methyl-2H-indazole-5-carboxamide FC1=C(C=CC(=C1)N1CC2CNCC2C1)NC(=O)C1=CC2=CN(N=C2C=C1OC)C